N-acryloxybutyl-N,N-dimethylammonium C(C=C)(=O)OCCCC[NH+](C)C